tert-butyl (R)-3-(1-(5-chloro-1-((tetrahydro-2H-pyran-4-yl)methyl)-1H-indole-3-carbonyl)-4-(4-fluorophenyl)piperidine-4-carboxamido)pyrrolidine-1-carboxylate ClC=1C=C2C(=CN(C2=CC1)CC1CCOCC1)C(=O)N1CCC(CC1)(C(=O)N[C@H]1CN(CC1)C(=O)OC(C)(C)C)C1=CC=C(C=C1)F